N6-methyl-D-lysine CNCCCC[C@@H](N)C(=O)O